FC(C(C)N1N=CC=C1C(=O)O)(F)F 1-(1,1,1-trifluoropropan-2-yl)-1H-pyrazole-5-carboxylic acid